CC(C)(C)S(=O)NC(C)C1=CC=CC=2N1N=CC2 2-methyl-N-(1-pyrazolo[1,5-a]pyridin-7-ylethyl)propane-2-sulfinamide